CSC1=CC(=CC2=C1NC=N2)C(=O)N 7-(methylthio)-1H-benzo[d]imidazole-5-carboxamide